2-((4-(tert-butyl)pyrimidin-5-yl)oxy)-N-(4-(methylsulfonamido)phenyl)acetamide C(C)(C)(C)C1=NC=NC=C1OCC(=O)NC1=CC=C(C=C1)NS(=O)(=O)C